N[C@@H](CCSC)CC(=O)O |r| DL-β-Homomethionine